(2S,4R)-1-((S)-2-(3-Aminopropanamido)-3,3-dimethylbutanoyl)4-hydroxy-N-(4-(4-methylthiazol-5-yl)benzyl)pyrrolidine-2-carboxamide NCCC(=O)N[C@H](C(=O)N1[C@@H](C[C@H](C1)O)C(=O)NCC1=CC=C(C=C1)C1=C(N=CS1)C)C(C)(C)C